6-Amino-3-((1R,3S)-4'-chloro-3-(3-methyl-1H-pyrazol-1-yl)-1',2'-dihydrospiro[cyclopentane-1,3'-pyrrolo[2,3-b]pyridin]-5'-yl)-2-fluoro-N,N-dimethylbenzamide NC1=CC=C(C(=C1C(=O)N(C)C)F)C=1C(=C2C(=NC1)NC[C@]21C[C@H](CC1)N1N=C(C=C1)C)Cl